6-Chloro-N-(4-chlorophenyl)-1-(pyrrolidin-3-ylmethoxy)-9H-carbazol-3-amine ClC=1C=C2C=3C=C(C=C(C3NC2=CC1)OCC1CNCC1)NC1=CC=C(C=C1)Cl